(2s,4s)-1-tert-butoxycarbonyl-4-(trifluoromethyl)pyrrolidine-2-carboxylic acid C(C)(C)(C)OC(=O)N1[C@@H](C[C@@H](C1)C(F)(F)F)C(=O)O